tert-Butyl 1-(4,8-difluoro-6-formyl-3,5,6,7-tetrahydrocyclopenta[f]benzimidazol-2-yl)-2-azabicyclo[2.1.1]hexane-2-carboxylate FC1=C2C(=C(C=3N=C(NC31)C31N(CC(C3)C1)C(=O)OC(C)(C)C)F)CC(C2)C=O